ON=CC1=C(C=C(C=C1Cl)Cl)Cl N-hydroxy-1-(2,4,6-trichlorophenyl)methyleneimine